(S)-3,4-dichloro-N-(2-(dimethylamino)-3-(4-hydroxyphenyl)-2-methylpropyl)benzamide ClC=1C=C(C(=O)NC[C@@](CC2=CC=C(C=C2)O)(C)N(C)C)C=CC1Cl